CC1=C(OC(C(=O)OCCCCCC(C)C)C)C=CC(=C1)Cl isooctyl 2-methyl-4-chlorophenoxypropionate